(2E)-2-methyl-2-butenoic acid (3Z)-3-hexen-1-yl ester C(C\C=C/CC)OC(\C(=C\C)\C)=O